C(=O)O.COC1=C(C=CC=C1)C1CCN(CC1)[C@H]1CC2(CN(C2)C=2C=NC(=CC2)C)CC1 (R)-6-(4-(2-methoxyphenyl)piperidin-1-yl)-2-(6-methylpyridin-3-yl)-2-azaspiro[3.4]octane Formate Salt